m-trifluoromethyl-phenyl-oxazoline FC(C=1C=C(C=CC1)C=1OCCN1)(F)F